bis(diphenylmethyleneacetone) palladium (0) [Pd].C1(=CC=CC=C1)C(C1=CC=CC=C1)=CC(C)=O.C1(=CC=CC=C1)C(C1=CC=CC=C1)=CC(C)=O